C(C)(=O)N(C(C)=O)C=1C2=C(N=CN1)N1C(=C2C2=CC(=C(C=C2)OC2=NC=CC(=N2)C)F)NCC1 N-acetyl-N-(5-{3-fluoro-4-[(4-methylpyrimidin-2-yl)oxy]phenyl}-7,8-dihydro-6H-imidazo[2',1':5,1]pyrrolo[2,3-d]pyrimidin-4-yl)acetamide